CC1=C(C(=C(C1[Si](C)(C)C1=C(C(C2=CC=CC(=C12)C1=CC=C(C=C1)C(C)(C)C)[Li])C)C)C)C Tetramethylcyclopentadienyldimethylsilyl-2-methyl-4-(4-tert-butylphenyl)indenyl-lithium